4-(5,6-dihydro-8H-imidazo[2,1-c][1,4]oxazin-3-yl)-7-((7-(dimethylamino)-2',3',5',6,6',7-hexahydrospiro[cyclopenta[b]pyridine-5,4'-pyran]-2-yl)amino)isoindol-1-one N=1C=C(N2C1COCC2)C2=C1C=NC(C1=C(C=C2)NC2=CC=C1C(=N2)C(CC12CCOCC2)N(C)C)=O